5-(3,4-dihydroxybenzyl)pyrimidine-2,4,6(1H,3H,5H)-trione OC=1C=C(CC2C(NC(NC2=O)=O)=O)C=CC1O